1,2-bis(thien-3-yl)ethane-1,2-dione S1C=C(C=C1)C(C(=O)C1=CSC=C1)=O